2,5,8,11,14,17,20,23,26,29,32,35-dodecathiaheptatriacontan-37-oic acid CSCCSCCSCCSCCSCCSCCSCCSCCSCCSCCSCCSCC(=O)O